[C@H](C)(CC)[C@@H]1N(CC2=C(NC1=O)C=CC=C2)C(C(C)(C)O)=O (S)-3-((S)-sec-Butyl)-4-(2-hydroxy-2-methylpropanoyl)-1,3,4,5-tetrahydro-2H-benzo[e][1,4]diazepin-2-one